(±)-N-(4-(1H-pyrazol-1-yl)phenyl)-1-fluoro-6,7,8,9-tetrahydro-5H-5,8-epiminocyclohepta[c]pyridine-10-carboxamide N1(N=CC=C1)C1=CC=C(C=C1)NC(=O)N1C2CCC1CC=1C(=NC=CC12)F